2-(5-(2,4-dichlorophenyl)thiophen-2-yl)-N-morpholinoacetamide ClC1=C(C=CC(=C1)Cl)C1=CC=C(S1)CC(=O)NN1CCOCC1